α-phosphotyrosine P(=O)(O)(O)[C@](N)(CC1=CC=C(C=C1)O)C(=O)O